OC1(CNC1)C(=O)O 3-hydroxyazetidine-3-carboxylic acid